mercaptooleic acid SC(C(=O)O)CCCCCC\C=C/CCCCCCCC